(1r,3r)-N-((8-(((tert-butyldimethylsilyl)oxy)methyl)-6-fluoroisoquinolin-5-yl)methyl)-3-(3,5-difluoro-4-methoxyphenoxy)cyclobutan-1-amine [Si](C)(C)(C(C)(C)C)OCC=1C=C(C(=C2C=CN=CC12)CNC1CC(C1)OC1=CC(=C(C(=C1)F)OC)F)F